4-(ethylthio)butanenitrile C(C)SCCCC#N